CS(=O)(=O)N1C[C@H](CCC1)C(=O)N[C@@H](CCOC1CC(C1)CCC1=NC=2NCCCC2C=C1)C(=O)O N-((S)-1-(methylsulfonyl)piperidine-3-carbonyl)-O-((1S,3S)-3-(2-(5,6,7,8-tetrahydro-1,8-naphthyridin-2-yl)ethyl)cyclobutyl)-L-homoserine